Cl.C12C3=CC=CC=C3C(CC1)N2 11-azatricyclo[6.2.1.02,7]Undecane-2,4,6-triene hydrochloride